CC(CCNC(=O)N)C 1-(3-methylbutyl)urea